2,4-dichloro-5-ethenylpyridine ClC1=NC=C(C(=C1)Cl)C=C